2-[6-(2,5-dichloropyrimidin-4-yl)-1-oxo-2,3-dihydro-1H-isoindol-2-yl]-N-[(1S)-2-hydroxy-1-(3-methoxyphenyl)ethyl]acetamide ClC1=NC=C(C(=N1)C1=CC=C2CN(C(C2=C1)=O)CC(=O)N[C@H](CO)C1=CC(=CC=C1)OC)Cl